4,5-dihydro-3-methyl-1-(2,4-dichloro-5-aminophenyl)-4-difluoromethyl-1,2,4-triazol-5(1H)-one CC1=NN(C(N1C(F)F)=O)C1=C(C=C(C(=C1)N)Cl)Cl